C[C@@]1(N(C[C@@H](CC1)C)C(C(=O)NC=1C=C(C=NC1)C(=O)N)=O)[C@]1(CC=2C=NNC2CC1)C 5-[[2-[(2S,5R)-2,5-dimethyl-2-[(5R)-5-methyl-1,4,6,7-tetrahydroindazol-5-yl]-1-piperidyl]-2-oxo-acetyl]amino]pyridine-3-carboxamide